NC=1C2=C(N=CN1)N(C(=C2C=2C=NN(C2)C2CCCC2)C2CN(CC2)C(C=C)=O)C 1-(3-(4-amino-5-(1-cyclopentyl-1H-pyrazol-4-yl)-7-methyl-7H-pyrrolo[2,3-d]pyrimidin-6-yl)pyrrolidin-1-yl)prop-2-en-1-one